F[C@@H](CN(CC[C@@H](C(=O)O)NC1=NC(=NC2=CC=CC=C12)C=1C=NC=CC1)CCCCC1=NC=2NCCCC2C=C1)COC (S)-4-(((S)-2-fluoro-3-methoxypropyl)(4-(5,6,7,8-tetrahydro-1,8-naphthyridin-2-yl)butyl)amino)-2-((2-(pyridin-3-yl)quinazolin-4-yl)amino)butanoic acid